4-(benzoyloxymethyl)-2,2-dimethyl-1,3-dioxolane C(C1=CC=CC=C1)(=O)OCC1OC(OC1)(C)C